ClC1=CC=NC2=CC=C(C=C12)C1=CC=C(C=C1)C(=O)N1CCN(CC1)C (4-(4-chloroquinolin-6-yl)phenyl)(4-methylpiperazin-1-yl)methanone